4-(5-cyano-2-methoxyphenyl)-6-methyl-N-(5-(4-morpholinophenyl)thiazolo[5,4-b]pyridin-2-yl)nicotinamide C(#N)C=1C=CC(=C(C1)C1=CC(=NC=C1C(=O)NC=1SC2=NC(=CC=C2N1)C1=CC=C(C=C1)N1CCOCC1)C)OC